FC1=C(C=CC(=C1NC1=NC=NC2=CC(=C(C=C12)OC1CCN(CC1)C(C=C)=O)OC)OC)C1=CC=C(C=C1)F 1-(4-((4-((2,4'-difluoro-4-methoxy-[1,1'-biphenyl]-3-yl)amino)-7-methoxyquinazoline-6-yl)oxy)piperidin-1-yl)prop-2-en-1-one